6-amino-2-benzyloxy-5-(3-methoxy-2,6-dimethyl-phenyl)pyrrolo[2,3-b]pyrazine-7-carbonitrile NC1=C(C=2C(=NC=C(N2)OCC2=CC=CC=C2)N1C1=C(C(=CC=C1C)OC)C)C#N